C(C)OP(=O)(OCC)[O-].C(CCC)[P+](CC)(CCCC)CCCC tributyl-ethyl-phosphonium diethyl-phosphate